Cis-2-(8-ethylamino-2-oxo-8-phenyl-1,3-diazaspiro[4.5]decan-3-yl)-benzamide C(C)NC1(CCC2(CN(C(N2)=O)C2=C(C(=O)N)C=CC=C2)CC1)C1=CC=CC=C1